2-(5-chloro-6-oxo-1-tetrahydropyran-2-yl-pyridazin-4-yl)-2-[2-[(2,4-dimethoxyphenyl)methylamino]-3-fluoro-4-pyridinyl]acetonitrile ClC1=C(C=NN(C1=O)C1OCCCC1)C(C#N)C1=C(C(=NC=C1)NCC1=C(C=C(C=C1)OC)OC)F